C(CCCCCC\C=C/CCCCCCCC)C(OCCCN(C)C)O[Si](OCCCCCCCC\C=C/C\C=C/CCCCC)(C)C (17Z,20Z)-5-((Z)-heptadec-8-en-1-yl)-N,N,7,7-tetramethyl-4,6,8-trioxa-7-silahexacosa-17,20-dien-1-amine